N-((3R,5R)-5-methylpyrrolidin-3-yl)-5-(3-(trifluoromethyl)phenyl)-oxazole-2-carboxamide TFA salt OC(=O)C(F)(F)F.C[C@@H]1C[C@H](CN1)NC(=O)C=1OC(=CN1)C1=CC(=CC=C1)C(F)(F)F